4-azaspiro[2.4]heptane oxalate C(C(=O)O)(=O)O.C1CC12NCCC2